3-cyclopropyl-8-fluoro-5-(3-fluoropyridin-2-yl)-N-[6-(4-isopropyl-4H-1,2,4-triazol-3-yl)pyridin-2-yl]-5,6-dihydro-4H-benzo[f]imidazo[1,5-a][1,4]diazepine-9-carboxamide C1(CC1)C=1N=CN2C1CN(CC1=C2C=C(C(=C1)F)C(=O)NC1=NC(=CC=C1)C1=NN=CN1C(C)C)C1=NC=CC=C1F